N-(2-methyl-4-oxopent-2-yl)prop-2-enamide CC(C)(CC(C)=O)NC(C=C)=O